trifluoroboranamine FNB(F)F